NC1=C(C=NN1C(C)C)C(=O)NCC#CC1=NN2C(C=CC=C2N[C@H]2[C@H](CN(CC2)C(=O)OC(C)(C)C)F)=C1CC(F)(F)F (3S,4R)-tert-butyl 4-((2-(3-(5-amino-1-isopropyl-1H-pyrazole-4-carboxamido)prop-1-yn-1-yl)-3-(2,2,2-trifluoroethyl)pyrazolo[1,5-a]pyridin-7-yl)amino)-3-fluoropiperidine-1-carboxylate